((S)-1-(vinylsulfonyl)pyrrolidine-3-carbonyl)-L-valinate C(=C)S(=O)(=O)N1C[C@H](CC1)C(=O)N[C@@H](C(C)C)C(=O)[O-]